CC1=C(OC2=C1C=CC=C2)C(=O)NC2CCC(CC2)NC2=CC(=NC1=CC=C(C=C21)Cl)C(F)(F)F 3-methyl-N-[(1s,4s)-4-{[6-chloro-2-(trifluoromethyl)quinolin-4-yl]amino}cyclohexyl]-1-benzofuran-2-carboxamide